FC1=C(C(=CC=C1)F)C1=NC=2N(C(=N1)NC1=CC(=C(C=C1)N1CCN(CC1)C)C(C)C)N=CC2 2-(2,6-difluorophenyl)-N-(3-isopropyl-4-(4-methylpiperazin-1-yl)phenyl)pyrazolo[1,5-a][1,3,5]triazin-4-amine